N-(4-tert-butylphenyl)-4-dibenzofuranamine C(C)(C)(C)C1=CC=C(C=C1)NC1=CC=CC2=C1OC1=C2C=CC=C1